ClC=1C=NN(C(C1Cl)=O)CC(=O)NC1=CC(=C(C=C1)C)S(NCC(C1=CC=CC=C1)C1=CC=CC=C1)(=O)=O 2-(4,5-dichloro-6-oxo-pyridazin-1-yl)-N-[3-(2,2-diphenylethylsulfamoyl)-4-methyl-phenyl]acetamide